4-(aminomethyl)-6-(5-propylpyridin-3-yl)-phthalazin-1(2H)-one NCC1=NNC(C2=CC=C(C=C12)C=1C=NC=C(C1)CCC)=O